4-N-benzoyl-2'-O-(tert-butyldimethylsilyl)-3'-deoxy-3',4'-didehydrocytidine C(C1=CC=CC=C1)(=O)NC1=NC(N([C@H]2[C@H](O[Si](C)(C)C(C)(C)C)C=C(CO)O2)C=C1)=O